(S)-N-(5-(2-amino-[1,2,4]triazolo[1,5-a]pyridin-6-yl)-2-methoxypyridin-3-yl)-3-(3-fluorophenyl)isoxazolidine-2-carboxamide NC1=NN2C(C=CC(=C2)C=2C=C(C(=NC2)OC)NC(=O)N2OCC[C@H]2C2=CC(=CC=C2)F)=N1